N-[(S)-1-methyl-2-trifluoromethoxyethyl]-4-(1,7-diaza-7-spiro[4.4]nonyl)-5-(3,5-difluorophenyl)nicotinamide C[C@@H](COC(F)(F)F)NC(C1=CN=CC(=C1N1CC2(CCCN2)CC1)C1=CC(=CC(=C1)F)F)=O